2-((4-chloro-5-fluoro-2-(2-methoxy-7-methylquinoxalin-5-yl)benzo[d]thiazol-6-yl)oxy)acetic acid ClC1=C(C(=CC2=C1N=C(S2)C2=C1N=CC(=NC1=CC(=C2)C)OC)OCC(=O)O)F